O1C[C@@H](OC2=NC=CC=C21)C2=CC=C(CN1CCC(CC1)C(=O)N1CCOCC1)C=C2 (1-{4-[(3S)-2,3-dihydro[1,4]dioxino[2,3-b]pyridin-3-yl]benzyl}piperidin-4-yl)(morpholin-4-yl)methanone